(4-(1H-indol-2-yl)phenyl)-3-cyclopentylpropan-1-one N1C(=CC2=CC=CC=C12)C1=CC=C(C=C1)C(CCC1CCCC1)=O